FC1=C(C(=O)N(C)C)C=CC=C1B1OC(C(O1)(C)C)(C)C 2-Fluoro-N,N-dimethyl-3-(4,4,5,5-tetramethyl-1,3,2-dioxaborolan-2-yl)benzamide